(R)-1-(2-chloro-5-(4-(4-cyanophenyl)-4-fluoropiperidine-1-carbonyl)-4-ethylphenyl)-3-((tetrahydrofuran-2-yl)methyl)urea ClC1=C(C=C(C(=C1)CC)C(=O)N1CCC(CC1)(F)C1=CC=C(C=C1)C#N)NC(=O)NC[C@@H]1OCCC1